C(C)(C)(C)OC(=O)N1[C@@H](CCC1)CN1N=CC=C1C(=O)OC methyl (S)-1-((1-(tert-butoxycarbonyl)pyrrolidin-2-yl)methyl)-1H-pyrazole-5-carboxylate